(2S)-4-[2-tert-butoxyethyl-[4-(5,6,7,8-tetrahydro-1,8-naphthyridin-2-yl)butyl]amino]-2-[[(2R,4R)-2,4-dimethylazetidine-1-carbonyl]amino]butanoic acid C(C)(C)(C)OCCN(CC[C@@H](C(=O)O)NC(=O)N1[C@@H](C[C@H]1C)C)CCCCC1=NC=2NCCCC2C=C1